Cl.ClC(C)N 1-Chloroethylamine hydrochlorid